(4-(1-(4-chlorobenzyl)-6-oxo-1,6-dihydropyridazin-3-yl)phenyl)acetamide ClC1=CC=C(CN2N=C(C=CC2=O)C2=CC=C(C=C2)CC(=O)N)C=C1